N,4-dimethoxy-N-methyl-2-(methylthio)pyrimidine-5-carboxamide CON(C(=O)C=1C(=NC(=NC1)SC)OC)C